1-tert-butyl Formate C(=O)OC(C)(C)C